(5R,6S)-5-hydroxy-6-((S)-5H-imidazo[5,1-a]isoindol-5-yl)-5,6,7,8-tetrahydroquinoline-2-carboxamide O[C@H]1C=2C=CC(=NC2CC[C@H]1[C@@H]1N2C(C3=CC=CC=C13)=CN=C2)C(=O)N